FC(C(=O)O)(F)F.N[C@H]1COCC[C@@H]1C1=C(C2=NC(=CC(=C2S1)NCC=1SC=CC1)Cl)C#N 2-((3R,4S)-3-aminotetrahydro-2H-pyran-4-yl)-5-chloro-7-((thiophen-2-ylmethyl)amino)thieno[3,2-b]pyridine-3-carbonitrile trifluoroacetate